C1N(CC12CCOCC2)C2=NC=C(C=N2)N2N=NC1=C2C(=C(C(=C1)F)O)F 1-(2-(7-Oxa-2-azaspiro[3.5]nonan-2-yl)pyrimidin-5-yl)-5,7-difluoro-1H-benzo[d][1,2,3]triazol-6-ol